C(C)(=O)OC1=C(C(=CC=C1)F)C1CCC2=C(N=C(N=C2N2CC(N(CC2)C(=O)OCC2=CC=CC=C2)CC#N)SC)O1 benzyl 4-(7-(2-acetoxy-6-fluorophenyl)-2-(methylthio)-6,7-dihydro-5H-pyrano[2,3-d]pyrimidin-4-yl)-2-(cyanomethyl)piperazine-1-carboxylate